[O-2].[Fe+3].[O-2].[O-2].[Fe+3] iron(III) oxide